1-(9Z,12Z,15Z-octadecatrienoyl)-2-(9Z-pentadecenoyl)-glycero-3-phospho-(1'-sn-glycerol) CCCCC/C=C\CCCCCCCC(=O)O[C@H](COC(=O)CCCCCCC/C=C\C/C=C\C/C=C\CC)COP(=O)(O)OC[C@H](CO)O